FC(C=1C=C(C(=O)N[C@@H](C)C2=NC(=NN2C=2N=CC(=NC2)C(=O)OC)C)C=C(C1)C(F)(F)F)(F)F methyl 5-(5-{(1S)-1-[3,5-bis(trifluoromethyl)benzamido]ethyl}-3-methyl-1H-1,2,4-triazol-1-yl)pyrazine-2-carboxylate